CC1=C(CBr)C(=CC=C1)C(F)(F)F 2-methyl-6-trifluoromethyl-benzyl bromide